1-(cyclopropylmethyl)-5-formyl-1H-pyrrole-2-carboxylic acid ethyl ester C(C)OC(=O)C=1N(C(=CC1)C=O)CC1CC1